[C@H]12[C@H](O)[C@@H](O)[C@H](O)[C@H](O1)CO2 1,6-Anhydro-β-D-Glucose